N-(3-(2-aminoquinazolin-6-yl)-2,4-difluorophenyl)thiophene-3-sulfonamide NC1=NC2=CC=C(C=C2C=N1)C=1C(=C(C=CC1F)NS(=O)(=O)C1=CSC=C1)F